ClC1=C(CN2[C@@H](CC(CC2)(C(=O)O)CC2=NC(=CC=C2F)NC2=NNC(=C2)C)C)C(=CC=C1)Cl (2R)-1-(2,6-dichlorobenzyl)-4-((3-fluoro-6-((5-methyl-1H-pyrazol-3-yl)amino)pyridin-2-yl)methyl)-2-methylpiperidine-4-carboxylic acid